5-(6-bromo-2,3,4,5-tetrahydro-1H-benzo[b]azepin-1-yl)-6-fluoro-1-methyl-1H-[1,2,3]triazolo[4,5-c][2,6]naphthyridine BrC1=CC=CC=2N(CCCCC21)C2=NC1=C(C=3C=NC=C(C23)F)N(N=N1)C